C(C)(C)N1CCN(CC1)C1=CC=C(C=C1)C=1C=C(C2=C(N(C(=N2)C)C)C1)NC=1N=NC(=CC1)C 6-(4-(4-isopropylpiperazin-1-yl)phenyl)-1,2-dimethyl-N-(6-methylpyridazin-3-yl)-1H-benzo[d]imidazol-4-amine